BrC1=C(C=C(C=C1C)C1CCCCC1)C 2-bromo-5-cyclohexyl-1,3-dimethylbenzene